3-{5-[(3-chloro-2-fluorophenyl)sulfanyl]-2-methylpyridin-4-yl}-5-(2-chloro-4-methylbenzyl)-5,6-dihydro-4H-1,2,4-oxadiazine ClC=1C(=C(C=CC1)SC=1C(=CC(=NC1)C)C1=NOCC(N1)CC1=C(C=C(C=C1)C)Cl)F